N-(3-bromophenyl)-2-nitroaniline BrC=1C=C(C=CC1)NC1=C(C=CC=C1)[N+](=O)[O-]